CC1=CC(=C2CCCC2=C1OCC=1C(=C(C=CC1)C1=CC=CC=C1)C)CN1[C@@H](CCCC1)C(=O)O (S)-1-((6-methyl-7-((2-methyl-[1,1'-biphenyl]-3-yl)methoxy)-2,3-dihydro-1H-inden-4-yl)methyl)piperidine-2-carboxylic acid